[N+](=O)([O-])C1=CC=C(C=C1)N1CCC(CC1)CN1C[C@@H]2C([C@@H]2C1)NC(OC(C)(C)C)=O tert-butyl ((1R,5S,6s)-3-((1-(4-nitrophenyl)piperidin-4-yl)methyl)-3-azabicyclo[3.1.0]hexan-6-yl)carbamate